ClC=1C=C(C=CC1)CS(=O)(=O)NC1=C(C=CC(=C1)C(=O)N1CCC(CC1)C1=CC=C(C=C1)OC=1C=NC(=CC1)C(F)(F)F)N1CCN(CC1)CC 1-(3-chlorophenyl)-N-(2-(4-ethylpiperazin-1-yl)-5-(4-(4-((6-(trifluoromethyl)pyridin-3-yl)oxy)phenyl)piperidine-1-carbonyl)phenyl)methanesulfonamide